ClC1=CC=C(C=C1)C=1C=C(C(N(N1)C1=CC(=CC=C1)F)=O)C(=O)N[C@H]1[C@H](CC1)O 6-(4-chlorophenyl)-2-(3-fluorophenyl)-N-[(1r,2s)-2-hydroxycyclobutyl]-3-oxo-2,3-dihydropyridazine-4-carboxamide